BrCCCCCCC(OCCCCCCCC)OCCCCCCCC 1-((7-bromo-1-(octyloxy)heptyl)oxy)octane